9-difluoromethoxy-2-((S)-1-[1,4]dioxan-2-ylmethoxy)-10-methoxy-1-methyl-6,7-dihydro-pyrido[2,1-a]isoquinolin-4-one FC(OC=1C=C2CCN3C(C2=CC1OC)=C(C(=CC3=O)OC[C@H]3OCCOC3)C)F